O1CCN(CC1)C1=CC(=C(C=C1)NC(=O)C=1C=NN2C1N=C(C=C2)N[C@H]2CNCC2)C(F)(F)F (R)-N-(4-morpholino-2-(trifluoromethyl)phenyl)-5-(pyrrolidin-3-ylamino)pyrazolo[1,5-a]pyrimidine-3-carboxamide